P(=O)(=O)C=CCCCCCCC Phosphononen